C(C)(C)OC=1C(=CC2=CN(N=C2C1)C12COC(C1)(C2)C)C(=O)OC2=CC=CC=C2 phenyl 6-isopropoxy-2-(1-methyl-2-oxabicyclo[2.1.1]hexan-4-yl)-2H-indazole-5-carboxylate